bromo-3,4-dihydroisoquinolin-1(2H)-one BrN1C(C2=CC=CC=C2CC1)=O